5-Bromo-2-(4-fluoro-3-(methoxymethoxy)-5-(trifluoromethyl)phenyl)benzo[d]oxazole BrC=1C=CC2=C(N=C(O2)C2=CC(=C(C(=C2)C(F)(F)F)F)OCOC)C1